1-(4-(Ethyl)phenyl)-3-(dimethylamino)prop-2-en-1-one C(C)C1=CC=C(C=C1)C(C=CN(C)C)=O